(S)-6-fluorochroman-2-carboxylic acid FC=1C=C2CC[C@H](OC2=CC1)C(=O)O